mercaptopropyl-imidazole SCCCC=1NC=CN1